C(C)(C)(C)OC(=O)O[C@@H]1[C@H]([C@H](N(C1)C(=O)OC(C)(C)C)CC1=CC=C(C=C1)C1CC1)O tert-butyl (2R,3S,4S)-4-[(tert-butoxycarbonyl)oxy]-2-[(4-cyclopropylphenyl)methyl]-3-hydroxypyrrolidine-1-carboxylate